[C@H]1([C@@H](O)[C@@H](O)[C@H](O)[C@H](O1)CO)C1=C(C[C@H](N)C(=O)O)C2=CC=CC=C2N1 2-(α-D-mannopyranosyl)-L-tryptophan